N-[(3S)-9-fluoro-2-oxo-5-phenyl-1,3-dihydro-1,4-benzodiazepine-3-Yl]-6-methoxy-2-phenylimidazo[1,2-b]pyridazine-3-carboxamide FC1=CC=CC=2C(=N[C@@H](C(NC21)=O)NC(=O)C2=C(N=C1N2N=C(C=C1)OC)C1=CC=CC=C1)C1=CC=CC=C1